C1(CC1)C=1C=C(CN(C(CN(S(=O)(=O)C2=C(C(=C(C(=C2)F)F)F)F)CC2=C(C(=CC=C2)F)F)=O)C2=C(C=C(C(=O)O)C=C2)OCC)C=C(C1)C1CC1 4-(N-(3,5-dicyclopropylbenzyl)-2-(N-(2,3-difluorobenzyl)-2,3,4,5-tetrafluorophenylsulfonamido)acetamido)-3-ethoxybenzoic acid